(2-ethylpyrrole) nickel [Ni].C(C)C=1NC=CC1